(2S)-3-(4-bromophenyl)-2-[9H-fluoren-9-yl-methoxycarbonyl-(methyl)amino]propanoic acid BrC1=CC=C(C=C1)C[C@@H](C(=O)O)N(C)C(=O)OCC1C2=CC=CC=C2C=2C=CC=CC12